C1(=CC=CC=C1)S(=O)(=O)C[C@H](O)C1=CC=C(C=C1)F |r| racemic-2-benzenesulfonyl-1-(4-fluorophenyl)ethanol